COC1(COCC1)C1=CC(=CC(=N1)C(=O)O)C 6-(3-methoxytetrahydrofuran-3-yl)-4-methylpicolinic acid